COCC(C)(C)NC(=O)[C@@H]1CN(CC[C@H]1NC(=O)C1=NOC(=C1)C1=C(C=C(C=C1F)F)F)CC1CC1 (3R,4R)-1-cyclopropylmethyl-4-{[5-(2,4,6-trifluoro-phenyl)-isoxazole-3-carbonyl]-amino}-piperidine-3-carboxylic acid (2-methoxy-1,1-dimethyl-ethyl)-amide